F[Sb-](F)(F)(F)(F)F.ClC1=C(C=CC(=C1)SCCCCCCCCCCCC)C1=CC=C(C=C1)[S+](C1=CC=C(C=C1)Cl)C1=CC=C(C=C1)Cl 4-(2-chloro-4-dodecylthiophenyl)phenylbis(4-chlorophenyl)sulfonium hexafluoroantimonate